[I-].C[N+]1=C(C=CC=C1)C=C N-methyl-vinylpyridinium iodide